C1(=CC=CC=C1)SC1=CC=C(C=C1)C(C(CC1CCCCC1)=O)=O 1-(4-Phenylthiophenyl)-(3-cyclohexyl)-propane-1,2-dione